2-bromo-5-(1H-pyrazol-3-yl)phenylsulfurofluoridate BrC1=C(C=C(C=C1)C1=NNC=C1)OS(=O)(=O)F